FC(C1=CC=2NC[C@@H]3N(C2N=C1)CCN(C3)C(=O)[O-])(F)F (S)-3-(trifluoromethyl)-5,6,6a,7,9,10-hexahydro-8H-pyrazino[1,2-a]pyrido[3,2-e]Pyrazine-8-carboxylate